1-[(4-methylsulfonylphenyl)methyl]-6-(prop-2-yloxy)isoquinoline tert-Butyl-4-(3-oxo-2,3-dihydro-[1,2,4]triazolo[4,3-a]pyridin-7-yl)piperazine-1-carboxylate C(C)(C)(C)OC(=O)N1CCN(CC1)C1=CC=2N(C=C1)C(NN2)=O.CS(=O)(=O)C2=CC=C(C=C2)CC2=NC=CC1=CC(=CC=C21)OC(C)C